1-(2-(DIMETHYLAMINO)PYRIDIN-4-YL)-N-(6-ETHYL-1-METHYL-1H-INDAZOL-7-YL)-1H-PYRAZOLE-4-SULFONAMIDE CN(C1=NC=CC(=C1)N1N=CC(=C1)S(=O)(=O)NC=1C(=CC=C2C=NN(C12)C)CC)C